2-((3,5-dicyano-4-cyclopropyl-6-(1,4-diazepan-1-yl)pyridin-2-yl)sulfanyl)-2-(pyridin-4-yl)acetamide C(#N)C=1C(=NC(=C(C1C1CC1)C#N)N1CCNCCC1)SC(C(=O)N)C1=CC=NC=C1